monoBOCethylenediamine C(=O)(OC(C)(C)C)NCCN